BrC=1C=CC(=C(CNC(OC(C)(C)C)=O)C1)OCC=1N=COC1 tert-Butyl (5-bromo-2-(oxazol-4-ylmethoxy)benzyl)carbamate